C(C=C)(=O)C(C(=O)O)C acryloylpropanoic acid